NCC(CN1N=CN(C1=O)C1=NC=CC(=C1)C=1C=NC(=CC1)N(C)C)=C(F)F 2-[2-(aminomethyl)-3,3-difluoro-allyl]-4-[4-[6-(dimethylamino)-3-pyridyl]-2-pyridyl]-1,2,4-triazol-3-one